6,7-dihydro-5H-benzo[b][1,2,4]triazolo[3,4-d][1,5]oxazocine-9-amine N=1N=CN2C1C=1C(OCCC2)=C(C=CC1)N